COC(=O)C1=C(OC(=C(C1C1=CC(=CC=C1)N)C#N)N)CC(=O)OC 6-amino-5-cyano-2-(2-methoxy-2-oxoethyl)-4-(3-aminophenyl)-4H-pyran-3-carboxylic acid methyl ester